FC(C=1C(=C(C=CC1)[C@@H](C)NC(=O)C1=CN(C(C=C1N[C@H]1CCN(C2(CC2)C1)C)=O)C1(CC1)C(F)F)F)F N-((R)-1-(3-(difluoromethyl)-2-fluorophenyl)ethyl)-1-(1-(difluoromethyl)cyclopropyl)-4-(((S)-4-methyl-4-azaspiro[2.5]octan-7-yl)amino)-6-oxo-1,6-dihydropyridine-3-carboxamide